1,2-bis(4-(tert-butyl)phenyl)acetylene C(C)(C)(C)C1=CC=C(C=C1)C#CC1=CC=C(C=C1)C(C)(C)C